BrC=1C(N(C(=CC1OCC1=C(C=C(C=C1)F)F)C)CC1=NC=CN=C1)=O 3-bromo-4-[(2,4-difluorobenzyl)oxy]-6-methyl-1-(pyrazin-2-ylmethyl)pyridin-2(1H)-one